ethyl 5-[(2-aminophenyl)amino]-1-methyl-1H-pyrazole-4-carboxylate NC1=C(C=CC=C1)NC1=C(C=NN1C)C(=O)OCC